(2S,5R)-6-fluoro-5-(3-(8-fluoro-1-methyl-2,4-dioxo-1,2-dihydroquinazolin-3(4H)-yl)-2-methylphenyl)-2-(S)-(2-hydroxypropan-2-yl)-2,3,4,9-tetrahydro-1H-carbazole-8-carboxamide FC=1C(=C2C=3CC[C@@H](CC3NC2=C(C1)C(=O)N)C(C)(C)O)C1=C(C(=CC=C1)N1C(N(C2=C(C=CC=C2C1=O)F)C)=O)C